tert-Butyl 5-amino-4-cyano-1H-indazole-1-carboxylate NC=1C(=C2C=NN(C2=CC1)C(=O)OC(C)(C)C)C#N